9,9',9'',9'''-(3-(2,6-dimethylpyridin-3-yl)-6-(6-methylpyridin-2-yl)benzene-1,2,4,5-tetrayl)tetrakis(9H-carbazole) CC1=NC(=CC=C1C=1C(=C(C(=C(C1N1C2=CC=CC=C2C=2C=CC=CC12)N1C2=CC=CC=C2C=2C=CC=CC12)C1=NC(=CC=C1)C)N1C2=CC=CC=C2C=2C=CC=CC12)N1C2=CC=CC=C2C=2C=CC=CC12)C